3-(4-methylpiperazin-1-yl)-4-nitrobenzoic acid CN1CCN(CC1)C=1C=C(C(=O)O)C=CC1[N+](=O)[O-]